CN1N=C(C(=C1)C=1C=C2C(=NC1)CN(C2=O)C=2N=NC(=CC2)OC2CC1(CC1)NC1(CC1)C2)C 3-(1,3-dimethylpyrazol-4-yl)-6-[6-(spiro[4-azaspiro[2.5]octane-5,1'-cyclopropane]-7-yloxy)-1,2-diazin-3-yl]-6,7-dihydro-5H-pyrrolo[4,3-b]pyridin-5-one